C1(CC2C(CC1)O2)CC[SiH](OC(C)C)OC(C)C 2-(3,4-epoxycyclohexyl)ethyldiisopropyloxysilane